ClC1=NC(=CC(=C1)OC1CCC(CC1)NC(OC(C)(C)C)=O)N1CCN(CC1)S(=O)(=O)C1=CC2=C(N3[C@@H](CO2)[C@@H](OC3=O)CO)C=C1 tert-Butyl N-[4-[[2-chloro-6-[4-[[(3R,3aS)-3-(hydroxymethyl)-1-oxo-3a,4-dihydro-3H-oxazolo[4,3-c][1,4]benzoxazin-7-yl]sulfonyl]piperazin-1-yl]-4-pyridyl]oxy]cyclohexyl]carbamate